BrC1=CN=C2N1C=C(C=C2)C2=NC=NN2C2=CC=C(C=C2)F 5-(3-bromoimidazo[1,2-a]pyridin-6-yl)-1-(4-fluorophenyl)-1,2,4-triazole